6-Chloro-N-[1-(1-methylethyl)piperidin-4-yl]-2-{4-[4-(pyridin-3-ylmethyl)piperazin-1-yl]phenyl}-3H-imidazo[4,5-b]pyridin-7-amine ClC=1C(=C2C(=NC1)NC(=N2)C2=CC=C(C=C2)N2CCN(CC2)CC=2C=NC=CC2)NC2CCN(CC2)C(C)C